5-[(2R)-4-[3,3-difluoro-1-(trifluoromethyl)cyclobutanecarbonyl]-2-ethylpiperazin-1-yl]-2'-ethoxy-N-[(3R)-pyrrolidin-3-yl]-[2,3'-bipyridine]-6-carboxamide FC1(CC(C1)(C(=O)N1C[C@H](N(CC1)C=1C=CC(=NC1C(=O)N[C@H]1CNCC1)C=1C(=NC=CC1)OCC)CC)C(F)(F)F)F